2,2-Dimethoxypropan COC(C)(C)OC